6-[3-(5,5-dimethyl-4-azaspiro[2.5]octan-7-yl)-3H-[1,2,3]triazolo[4,5-c]pyridazin-6-yl]-2-methyl-1,3-benzothiazol-5-ol hydrochloride Cl.CC1(NC2(CC2)CC(C1)N1N=NC2=C1N=NC(=C2)C2=CC1=C(N=C(S1)C)C=C2O)C